N-[5-(2,4-dimethoxypyrimidin-5-yl)-4-fluoro-2-(4-methylpiperazin-1-yl)phenyl]-6-oxo-4-(trifluoromethyl)-1H-pyridine-3-carboxamide COC1=NC=C(C(=N1)OC)C=1C(=CC(=C(C1)NC(=O)C1=CNC(C=C1C(F)(F)F)=O)N1CCN(CC1)C)F